C(CCCCCCCCCCCCCCC(C)C)(=O)OC Iso-Octadecanoic Acid, Methyl Ester